C(CCCCCCC\C=C/CCCCCCCC)(=O)OC[C@@H](OC(CCCCCCC\C=C/CCCCCCCC)=O)COP(=O)(O)O 1,2-dioleoyLsn-glycero-3-phosphate